1-(4-(6-oxo-1,4,5,6-tetrahydropyridazin-3-yl)phenyl)-3-propylguanidine O=C1CCC(=NN1)C1=CC=C(C=C1)NC(=N)NCCC